C1(CCCCC1)NC(CN1S(C2=C(C3=C1C=CC(=C3)C(F)(F)F)C=CC(=C2)O)(=O)=O)=O N-cyclohexyl-2-[3-hydroxy-5,5-dioxido-9-(trifluoromethyl)-6H-dibenzo[c,e][1,2]thiazin-6-yl]acetamide